CNC(C1=NC(=C(C=C1)N1CCN(CC1)CC1=CC=2NC(N(C(C2N=C1)=O)C)=O)C)=O N,6-dimethyl-5-(4-((3-methyl-2,4-dioxo-1,2,3,4-tetrahydropyrido[3,2-d]pyrimidin-7-yl)methyl)piperazin-1-yl)picolinamide